C(OCC[C@H](C)N1N=NN=C1COCC(=O)C)([O-])=O [(1S)-1-[5-(acetonyloxymethyl)tetrazol-1-yl]ethyl]ethyl carbonate